BrC1=NN(C2=C1CN(CC2)C(C)=O)C2CCOCC2 1-[3-bromo-1-(oxan-4-yl)-4H,6H,7H-pyrazolo[4,3-c]pyridin-5-yl]ethanone